C(CCC)[C@H]1N(S(C2=C(N(C1)C1=CC=CC=C1)C=C1OCC3=C(C1=C2)C=C(S3)C(=O)O)(=O)=O)C (R)-9-butyl-10-methyl-7-phenyl-7,8,9,10-tetrahydro-4H-thieno[2',3':3,4]chromeno[7,6-f][1,2,5]thiadiazepine-2-carboxylic acid 11,11-dioxide